[(2S,3S,4R,5R)-5-[2-chloro-4-[[(1S)-1-(4-cyanophenyl)ethyl]-amino]pyrrolo[2,3-d]-pyrimidin-7-yl]-3,4-dihydroxy-tetrahydro-furan-2-yl]methyl-sulfonylmethylphosphonic acid ClC=1N=C(C2=C(N1)N(C=C2)[C@H]2[C@@H]([C@@H]([C@H](O2)CS(=O)(=O)CP(O)(O)=O)O)O)N[C@@H](C)C2=CC=C(C=C2)C#N